NC1=C(C=CC=C1)C1CCNC=2N1N=C(C2C(=O)N)C2=CC=C(C=C2)OC2=CC=CC=C2 7-(2-Aminophenyl)-2-(4-phenoxyphenyl)-4,5,6,7-tetrahydropyrazolo[1,5-a]pyrimidine-3-carboxamide